O=C1NC(CCC1N1C(C2=CC=C(C=C2C1=O)N1CC2(CN(C2)CC2CCN(CC2)C(=O)OC(C)(C)C)C1)=O)=O tert-butyl 4-((6-(2-(2,6-dioxopiperidin-3-yl)-1,3-dioxoisoindolin-5-yl)-2,6-diazaspiro[3.3]heptan-2-yl)methyl)piperidine-1-carboxylate